methyl (E)-3-(3-(N-((4-(2H-benzo[b][1,4]oxazin-7-yl)phenyl)methyl-d)cyclohexanecarboxamido)phenyl)acrylate O1C2=C(N=CC1)C=CC(=C2)C2=CC=C(C=C2)C(N(C(=O)C2CCCCC2)C=2C=C(C=CC2)/C=C/C(=O)OC)[2H]